N-(1-(6-morpholinopyrimidin-4-yl)pyrrolidin-3-yl)-1H-indol-6-amine O1CCN(CC1)C1=CC(=NC=N1)N1CC(CC1)NC1=CC=C2C=CNC2=C1